CC1=CC=C(C=C1)S(=O)(=O)OC1=C(C=CC=C1)C1=C(C=CC=2CCCCC12)C (+)-2-(2-Methyl-5,6,7,8-tetrahydronaphthalen-1-yl)phenyl 4-methylbenzenesulfonate